NCCNCCS(=O)(=O)[O-].[Na+] sodium N-(2-aminoethyl)-2-aminoethanesulfonate